Di-p-toluylphosphate C1(=CC=C(C=C1)OP(=O)(OC1=CC=C(C=C1)C)[O-])C